N-[4-(2,6-Dimethylphenyl)-6-[4-(4-methylpiperazin-1-yl)phenoxy]-5-(trifluoromethyl)pyrimidin-2-yl]-1-methyl-pyrazole-4-sulfonamide CC1=C(C(=CC=C1)C)C1=NC(=NC(=C1C(F)(F)F)OC1=CC=C(C=C1)N1CCN(CC1)C)NS(=O)(=O)C=1C=NN(C1)C